CC1=C(C=2C3(C4=CC=CC=C4OC2C=C1)OC(C1=CC=CC=C13)=O)C dimethyl-spiro[isobenzofuran-1(3H),9'-[9H]xanthene]-3-one